FC(CN(C([O-])=O)C=1C=C2CN(C(C2=CC1)=O)C1C(NC(CC1)=O)=O)(F)F.FC1=C(C(=C(C(=C1[B-](C1=C(C(=C(C(=C1F)F)F)F)F)(C1=C(C(=C(C(=C1F)F)F)F)F)C1=C(C(=C(C(=C1F)F)F)F)F)F)F)F)F.C(C)[NH+](C1=CC=CC=C1)CC.C(C)[NH+](C1=CC=CC=C1)CC diethylanilinium tetrakis(pentafluorophenyl)borate 2,2,2-trifluoroethyl-(2-(2,6-dioxopiperidin-3-yl)-1-oxoisoindolin-5-yl)carbamate